(E)-2-((3,5-bis(trifluoromethyl) benzylidene) amino)-ethyl 3-bromo-2-phenylpropionate BrCC(C(=O)OCC/N=C/C1=CC(=CC(=C1)C(F)(F)F)C(F)(F)F)C1=CC=CC=C1